C(C)C1=CC=C(C(=O)C2=CC=C(C=C2)CC)C=C1 4,4'-diethyl-benzophenone